C1(=CC=CC=C1)P([O-])(=O)CC1=C(C=C(C=C1C)C)C.[Li+] lithium phenyl-2,4,6-trimethylbenzylphosphinate